1,19-docosanediol diacrylate C(C=C)(=O)OCCCCCCCCCCCCCCCCCCC(CCC)OC(C=C)=O